C[C@]1(NCCCC1)C(=O)NC1=CC(=C(C=C1)C)C(N[C@H](C)C1=CC=CC2=CC=CC=C12)=O (R)-2-methyl-N-(4-methyl-3-(((R)-1-(naphthalen-1-yl)ethyl)carbamoyl)phenyl)piperidine-2-carboxamide